[N-]=C=O.C(C)(C)C1=CC(=CC=C1)C(C)C 2,6-diisopropylbenzene isocyanate